N-(2-(3,3-difluoropyrrolidin-1-yl)-4-(oxazol-5-yl)pyridin-3-yl)-2-isopropylpyrimidine-5-carboxamide FC1(CN(CC1)C1=NC=CC(=C1NC(=O)C=1C=NC(=NC1)C(C)C)C1=CN=CO1)F